CC1=CC=C(C=C1)CCN (S)-4-methylphenylethylamine